N1C(=NC=C1)C1=NC=CC=2C3=CC=CC=C3NC12 1-(1H-imidazole-2-yl)-beta-carboline